3-(2,3-difluoro-4-methoxyphenyl)imidazo[1,2-a]pyrazin-8-amine FC1=C(C=CC(=C1F)OC)C1=CN=C2N1C=CN=C2N